(4-(difluoromethoxy)benzoyl)-6-methylhexahydro-4H-pyrazino[1,2-a]pyrimidine-4,7(6H)-dione FC(OC1=CC=C(C(=O)N2C3N(C(CC2)=O)C(C(NC3)=O)C)C=C1)F